2-chloro-5-isopropyl-7-((5-(pyridin-3-yl)-4H-1,2,4-triazol-3-yl)methyl)thieno[2',3':4,5]pyrrolo[1,2-d][1,2,4]triazin-8(7H)-one ClC1=CC2=C(C=C3N2C(=NN(C3=O)CC3=NN=C(N3)C=3C=NC=CC3)C(C)C)S1